sodium palmityl alcohol C(CCCCCCCCCCCCCCC)O.[Na]